(S)-2-amino-3-methylbutyryl-methylamine N[C@H](C(=O)NC)C(C)C